4-cyclopropyl-2H-1,2,3-triazol C1(CC1)C1=NNN=C1